8-({4-[1-cyclopropyl-4-(trifluoromethyl)imidazol-2-yl]-3-methoxyphenyl}methyl)-2-(4-cyclopropyl-6-methoxypyrimidin-5-yl)pteridin-7-one C1(CC1)N1C(=NC(=C1)C(F)(F)F)C1=C(C=C(C=C1)CN1C(C=NC=2C=NC(=NC12)C=1C(=NC=NC1OC)C1CC1)=O)OC